palladium pentanate C(CCCC)(=O)[O-].[Pd+2].C(CCCC)(=O)[O-]